3-((Chlorodimethylsilyl)oxy)propanenitrile Cl[Si](OCCC#N)(C)C